1-(6-(4-methylphenoxyethoxy)benzo[d]isoxazol-3-yl)dihydropyrimidine-2,4(1H,3H)-dione CC1=CC=C(OCCOC2=CC3=C(C(=NO3)N3C(NC(CC3)=O)=O)C=C2)C=C1